1-((cyclohexylimino)methyleneamino)cyclohexane C1(CCCCC1)N=C=NC1CCCCC1